ClC1=CC=C2C(=NC=3N(C2=C1)C=NN3)N(C3=CC(=CC=C3)C=3C=NC(=CC3)N3CCNCC3)C 8-chloro-N-methyl-N-(3-(6-(piperazin-1-yl)pyridin-3-yl)phenyl)-[1,2,4]triazolo[4,3-a]quinazolin-5-amine